C(C)OC1=C(C=CC(=C1)\C=C\C\C=C/CC)O 2-ethoxy-4-((1e,4z)-hept-1,4-dien-1-yl)phenol